ClCC(=O)NC1=C(C=CC=C1)C=1NC2=CC=CC=C2C1C(C[N+](=O)[O-])C1=CC=CC=C1 2-chloro-N-(2-(3-(2-nitro-1-phenylethyl)-1H-indol-2-yl)phenyl)acetamide